ClCCCC1(NC[C@@H](C1)F)C(=O)OC methyl (4R)-2-(3-chloropropyl)-4-fluoro-pyrrolidine-2-carboxylate